(Z)-2-azido-3-(2-phenylthiazol-5-yl)prop-2-enoic acid ethyl ester C(C)OC(/C(=C/C1=CN=C(S1)C1=CC=CC=C1)/N=[N+]=[N-])=O